OCC[N+](C)(C)C.C(C=1C(O)=CC=CC1)(=O)[O-].C(C=1C(O)=CC=CC1)(=O)[O-].OCC[N+](C)(C)C bissalicylate choline salt